3-((1r,4r)-4-(2-fluoro-4-methylpyridin-3-yl)cyclohexyl)-7-methyl-1-((3-(trifluoromethoxy)pyridin-2-yl)methyl)-1,8-naphthyridin-2(1H)-one FC1=NC=CC(=C1C1CCC(CC1)C=1C(N(C2=NC(=CC=C2C1)C)CC1=NC=CC=C1OC(F)(F)F)=O)C